(3aR,6aS)-1,3-dibenzyl-6-hydroxy-6-butyl-tetrahydrothieno[3,4-D]imidazol-2-one C(C1=CC=CC=C1)N1C(N([C@@H]2[C@H]1C(SC2)(CCCC)O)CC2=CC=CC=C2)=O